(2,4-di-tert-butylphenyl-4,4'-biphenyl) diphosphinate [PH2](O)=O.[PH2](O)=O.C(C)(C)(C)C1=C(C=CC(=C1)C(C)(C)C)C1=CC=C(C=C1)C1=CC=CC=C1